alpha-L-rhamnopyranosyl-(1→2) beta-D-fucopyranoside O([C@H]1[C@H](O)[C@@H](O)[C@@H](O)[C@H](O1)C)[C@H]1[C@H](O)[C@H](O)[C@@H](O)[C@@H](O1)C